3-ethyl-3-(dodecoxymethyl)oxetane C(C)C1(COC1)COCCCCCCCCCCCC